6-(Dimethylamino)-N-(2-methyl-6-propoxybenzene-1-sulfonyl)-1-benzofuran-2-carboxamide CN(C1=CC2=C(C=C(O2)C(=O)NS(=O)(=O)C2=C(C=CC=C2OCCC)C)C=C1)C